4-chloro-3-nitropyridin-2-amine ClC1=C(C(=NC=C1)N)[N+](=O)[O-]